O1C=NC=C1C1=CC=C(C(=O)NNC(=O)C2C(CCCC2)C(=O)O)C=C1 2-(2-(4-(oxazol-5-yl)benzoyl)hydrazine-1-carbonyl)cyclohexane-1-carboxylic acid